S(=O)(=O)(O)C(CO)CCO 2-sulfo-1,4-butanediol